8-[1-(3,5-difluoroanilino)ethyl]-6-[3-(dimethylamino)pyrrolidine-1-carbonyl]-2-morpholino-chromen-4-one FC=1C=C(NC(C)C=2C=C(C=C3C(C=C(OC23)N2CCOCC2)=O)C(=O)N2CC(CC2)N(C)C)C=C(C1)F